ClC=1C=C(C=CC1F)NC(N([C@H]1COCC=2NC(C=3C=CC=CC3C21)=O)CC(C)C)=O (R)-3-(3-chloro-4-fluorophenyl)-1-isobutyl-1-(6-oxo-1,4,5,6-tetrahydro-2H-pyrano[3,4-c]isoquinolin-1-yl)urea